1,1'-(butane-1,4-diyl)bis(N-(2-chlorophenyl)-3-(pyridin-4-yl)-1H-pyrazole-5-carboxamide) C(CCCN1N=C(C=C1C(=O)NC1=C(C=CC=C1)Cl)C1=CC=NC=C1)N1N=C(C=C1C(=O)NC1=C(C=CC=C1)Cl)C1=CC=NC=C1